(E)-1,3,2-dioxaborolan O1BOCC1